[Br-].C(CCC)C1=C(C=CC=C1)P(CCCC[PH+](C1=CC=CC=C1)C1=CC=CC=C1)C1=CC=CC=C1 (4-(butyldiphenylphosphino)butyl)diphenylphosphonium bromide